N-(3-(3-(dimethylamino)-3-methylpyrrolidin-1-yl)-1H-pyrazolo[4,3-C]pyridin-6-yl)acetamide phenyl-(3-(tert-butyl)-1-(p-tolyl)-1H-pyrazol-5-yl)carbamate C1(=CC=CC=C1)N(C(O)=O)C1=CC(=NN1C1=CC=C(C=C1)C)C(C)(C)C.CN(C1(CN(CC1)C1=NNC2=C1C=NC(=C2)NC(C)=O)C)C